(2S,3R,5R)-5-(2-amino-6-ethoxy-9H-purin-9-yl)-2,4,4-trifluoro-2-(hydroxymethyl)tetrahydrofuran-3-ol NC1=NC(=C2N=CN(C2=N1)[C@H]1C([C@@H]([C@](O1)(CO)F)O)(F)F)OCC